6-picoline-2,3-dione N=1C(C(C=CC1C)=O)=O